(±)-(1S,2R,5R,6R)-2-((2-methyl-6-(1-methyl-5-(((methyl(propyl)carbamoyl)oxy)methyl)-1H-1,2,3-triazol-4-yl)pyridin-3-yl)oxy)bicyclo[3.1.0]hexane-6-carboxylic Acid CC1=NC(=CC=C1O[C@H]1[C@@H]2[C@@H]([C@@H]2CC1)C(=O)O)C=1N=NN(C1COC(N(CCC)C)=O)C |r|